N-Benzyl-2-({[(4-methyl-2-pyrimidinyl)thio]acetyl}amino)-4,5,6,7-tetrahydro-1-benzothiophen-3-carboxamid C(C1=CC=CC=C1)NC(=O)C1=C(SC2=C1CCCC2)NC(CSC2=NC=CC(=N2)C)=O